NC1C2=CC(=CC=C2CC12CCN(CC2)C=2N=CC=NC2)SC 5-(1-amino-6-(methylthio)-1,3-dihydrospiro[indene-2,4'-piperidin]-1'-yl)pyrazin